ClC=1N=CC2=C(N1)C(OC2)(C)C 2-chloro-7,7-dimethyl-5H-furo[3,4-d]pyrimidine